CC1([C@@H]2CC[C@@]34[C@@H]([C@]2(CCC1)C)CC[C@@](OC3)(O4)C)C (1R,4S,9S,10R,13S)-5,5,9,13-tetramethyl-14,16-dioxatetracyclo[11.2.1.0~1,10~.0~4,9~]hexadecane